5-amino-N-ethyl-N-((5-(trifluoromethyl)-2-pyridinyl)methyl)benzo[c][2,6]naphthyridine-9-carboxamide NC1=NC2=C(C3=CN=CC=C13)C=C(C=C2)C(=O)N(CC2=NC=C(C=C2)C(F)(F)F)CC